hexahydro-2H-2,5-methanocyclopenta[b]Furan O1C2C3CC1CC(C3)C2